ClC=1C(=CC(=C(C1)N)F)B1OC(C(O1)(C)C)(C)C 5-chloro-2-fluoro-4-(4,4,5,5-tetramethyl-1,3,2-dioxaborolan-2-yl)-benzenamine